NCC=1C(NC(N([C@H]2[C@H](O)[C@H](O)[C@@H](CO)O2)C1)=O)=O 5-aminomethyluridine